FC1=CC(=C(OC2=C(C=C(C=C2)C(C)(C)O)C=2C(=C(C(N(C2)C)=O)I)OC)C(=C1)C)C (2-(4-fluoro-2,6-dimethylphenoxy)-5-(2-hydroxypropan-2-yl)phenyl)-3-iodo-4-methoxy-1-methylpyridin-2(1H)-one